tert-butyl (2-(7-((4-(tert-butyl)phenyl)amino)-3-oxo-2,3-dihydro-4H-benzo[b][1,4]oxazin-4-yl)ethyl)(methyl)carbamate C(C)(C)(C)C1=CC=C(C=C1)NC=1C=CC2=C(OCC(N2CCN(C(OC(C)(C)C)=O)C)=O)C1